C1(CC2C(CC1)O2)CC[SiH2]COCCOC β-(3,4-epoxycyclohexyl)ethylmethoxyethoxymethylsilane